tert-butyl 3-methyl-6-(3,4,5-trifluorophenyl)-3,4-dihydropyridine-1(2H)-carboxylate CC1CN(C(=CC1)C1=CC(=C(C(=C1)F)F)F)C(=O)OC(C)(C)C